4-(carbomethoxy)bicyclo[2.2.1]heptane-1-carboxylic acid C(=O)(OC)C12CCC(CC1)(C2)C(=O)O